OC1=C(C=CC(=N1)C(C(=O)OCC)(C)C)[N+](=O)[O-] ethyl 2-(6-hydroxy-5-nitropyridin-2-yl)-2-methylpropanoate